C(C)(C)(C)OC(=O)NCCCN N-tert-butoxycarbonyl-1,3-Propylenediamine